4-((2R,4s,6S)-2-cyano-7-((5-cyclopropyl-7-methyl-1H-indol-4-yl)methyl)-7-azaspiro[3.5]nonan-6-yl)-N-(oxetan-3-ylmethyl)benzamide C(#N)C1CC2(C1)C[C@H](N(CC2)CC2=C1C=CNC1=C(C=C2C2CC2)C)C2=CC=C(C(=O)NCC1COC1)C=C2